FC1=CC=C(CC2=CC3=C(OCC(N3)C)N=C2C(=O)NC(C)C)C=C1 7-(4-fluorobenzyl)-N-isopropyl-2-methyl-2,3-dihydro-1H-pyrido[2,3-b][1,4]oxazine-6-carboxamide